methyl 6-[[6-(2,6-dichlorophenyl)-8-methyl-7-oxo-pyrido[2,3-d]pyrimidin-2-yl]amino]-3-[2-(1,1-dioxo-1,4-thiazinan-4-yl)ethoxy]pyridazine-4-carboxylate ClC1=C(C(=CC=C1)Cl)C1=CC2=C(N=C(N=C2)NC2=CC(=C(N=N2)OCCN2CCS(CC2)(=O)=O)C(=O)OC)N(C1=O)C